aminoethyl bisulfate S(OCCN)(O)(=O)=O